25-chloro-17,19-difluoro-24-methoxy-9-oxa-22λ6-thia-3,4,6,21-tetrazapentacyclo[21.3.1.116,20.02,6.010,15]octacosa-1(27),2,4,10(15),11,13,16,18,20(28),23,25-undecaene 22,22-dioxide ClC=1C(=C2S(NC=3C(=CC(=C(C=4C=CC=CC4OCCN4C=NN=C4C(C1)=C2)C3)F)F)(=O)=O)OC